N-(5-(1-ethylpiperidin-4-yl)-2',3',4',5'-tetrahydro-[1,1'-biphenyl]-2-yl)-5-Methylisoxazole-3-carboxamide C(C)N1CCC(CC1)C=1C=CC(=C(C1)C=1CCCCC1)NC(=O)C1=NOC(=C1)C